BrCOCCCOCBr 1,3-dibromomethoxypropane